C1(=CC=CC=C1)B(O)O.OC(C)(C)C(C)(C)O Pinacol phenylboronate